NCC#CC1=C(C(=O)OC)C=CC(=C1)C(NC1CCNCC1)=O methyl 2-(3-aminoprop-1-yn-1-yl)-4-(piperidin-4-ylcarbamoyl)benzoate